C1(=CC=CC=C1)\C=C\C=C\[N+](=O)[O-] (1E,3E)-1-phenyl-4-nitro-1,3-butadiene